Tert-butyl 2,2-dimethyl-4-[3-oxo-1,1-bis(trifluoromethyl) propyl]Oxazolidine-3-carboxylate CC1(OCC(N1C(=O)OC(C)(C)C)C(CC=O)(C(F)(F)F)C(F)(F)F)C